CN([C@@H]1CN(CCC1)C=1SC=CN1)C 2-[(3S)-3-(dimethylamino)piperidin-1-yl]-1,3-thiazole